25-tricosyl-15,18,21,24-tetraaza-triacontane C(CCCCCCCCCCCCCCCCCCCCCC)C(NCCNCCNCCNCCCCCCCCCCCCCC)CCCCC